C(C)OC(\C(=C(/C)\N)\C(CCl)=O)=O (E)-3-amino-2-(2-chloroacetyl)-2-butenoic acid ethyl ester